(S)-1-cyano-N-(1-(3-methyl-1H-indazol-6-yl)-1H-imidazol-4-yl)pyrrolidine-3-carboxamide C(#N)N1C[C@H](CC1)C(=O)NC=1N=CN(C1)C1=CC=C2C(=NNC2=C1)C